4-(fluoranthen-3-yl)-N-(4-(pyridin-3-yl)phenyl)aniline C1=CC(=C2C=CC=C3C4=CC=CC=C4C1=C23)C2=CC=C(NC3=CC=C(C=C3)C=3C=NC=CC3)C=C2